BrCCCC(=O)OCC(COCCCCCCCC)(COCCCCCCCC)COCCCCCCCC 3-(Octyloxy)-2,2-bis((octyloxy)methyl)propyl 4-bromobutanoate